ClC=1C=CC(=C(C1)N(S(=O)(=O)CC)C)[N+](=O)[O-] N-(5-chloro-2-nitrophenyl)-N-methylethylsulfonamide